C(CCCC(C)O)O hexane-1,5-diol